7-chloro-6-fluoro-4-hydroxy-1-(2-isopropyl-4-(trifluoromethyl)pyridin-3-yl)-3-nitro-1,8-naphthyridin-2(1H)-one ClC1=C(C=C2C(=C(C(N(C2=N1)C=1C(=NC=CC1C(F)(F)F)C(C)C)=O)[N+](=O)[O-])O)F